NC1=C(C(=NC=N1)NCC1CCN(CC1)C(C=C)=O)C1=CC=C(C=C1)OC1=NC=CC=C1 1-(4-(((6-amino-5-(4-(pyridin-2-yloxy)phenyl)pyrimidin-4-yl)amino)methyl)piperidin-1-yl)prop-2-en-1-one